tert-butyl (S)-4-(6-chloro-5-fluoro pyridin-3-yl)-2-methylpiperazine-1-carboxylate ClC1=C(C=C(C=N1)N1C[C@@H](N(CC1)C(=O)OC(C)(C)C)C)F